ClC1=C(N(C(C2=C(C=CC=C12)NS(=O)(=O)CC(F)(F)F)=O)C1=CC=CC=C1)[C@H](C)NC=1C2=C(N=CN1)NC=CC2=O (S)-N-(4-chloro-1-oxo-3-(1-((5-oxo-5,8-dihydropyrido[2,3-d]pyrimidin-4-yl)amino)ethyl)-2-phenyl-1,2-dihydroisoquinolin-8-yl)-2,2,2-trifluoroethane-1-sulfonamide